4-methoxy-6-(methylamino)pyrimidine-5-carbaldehyde COC1=NC=NC(=C1C=O)NC